ClC1=C(C=CC(=C1)Cl)N1N=CCC1(C)C(=O)OCC 1-(2,4-dichlorophenyl)-5-(ethoxycarbonyl)-5-methyl-2-pyrazoline